methyl-1H-benzo[d][1,2,3]triazole CN1N=NC2=C1C=CC=C2